methyl (2S)-3,3-dicyclopropyl-2-[(3-propyltriazole-4-carbonyl)amino]propanoate C1(CC1)C([C@@H](C(=O)OC)NC(=O)C=1N(N=NC1)CCC)C1CC1